3-(1-benzyl-5-(4-chlorophenyl)-4-(2-ethoxy-2-oxoethyl)-3-methyl-2-oxo-2,3-dihydro-1H-pyrrol-3-yl)propionic acid ethyl ester C(C)OC(CCC1(C(N(C(=C1CC(=O)OCC)C1=CC=C(C=C1)Cl)CC1=CC=CC=C1)=O)C)=O